4-bromo-5-{4-[4-bromo-5-(4-fluoro-2-methoxy-phenyl)-3-methyl-pyrazol-1-yl]-piperidin-1-yl}-benzofuran-2-carboxylic acid BrC1=C(C=CC2=C1C=C(O2)C(=O)O)N2CCC(CC2)N2N=C(C(=C2C2=C(C=C(C=C2)F)OC)Br)C